FC=1C=CC2=C(NC(=NS2(=O)=O)NCC2=NC=CC=C2F)C1C=CC1=C(C=CC=C1)F 6-fluoro-3-(((3-fluoropyridin-2-yl)methyl)amino)-5-(2-fluorostyryl)-4H-benzo[e][1,2,4]thiadiazine 1,1-dioxide